3',4-dimethoxy-5'-methyl-spiro[benzofuran-2,4'-cyclohex-2-ene] COC1=CCCC(C12OC1=C(C2)C(=CC=C1)OC)C